2-(aminomethyl)-4-chloroaniline NCC1=C(N)C=CC(=C1)Cl